NC1=C2N=C(N(C2=NC=N1)CCOC1=CC=C(C#N)C=C1)O 4-(2-(6-amino-8-hydroxy-9H-purin-9-yl)ethoxy)benzonitrile